(3-Chloro-2-hydroxypropyl)trimethyl-ammonium chlorid [Cl-].ClCC(C[N+](C)(C)C)O